FN(S(=O)(=O)C1=CC=CC=C1)S(=O)(=O)C1=CC=CC=C1 N-Fluorobis(phenylsulfonyl)amine